ClC=1C(=C2C=NC(=NN2C1CC(C)C)N[C@H]1[C@@H](CN(CC1)S(=O)(=O)C)F)F 6-chloro-5-fluoro-N-((3R,4R)-3-fluoro-1-(methylsulfonyl)piperidin-4-yl)-7-isobutylpyrrolo[2,1-f][1,2,4]triazin-2-amine